(t-Butoxycarbonyl)-L-valine 1-chloroethyl ester ClC(C)OC([C@@H](NC(=O)OC(C)(C)C)C(C)C)=O